OC1=C(C=CC=C1)C=1C=C2C(=NN1)NC[C@@H]1N2CCN(C1)C1CCN(CC1)C1CCN(CC1)C1CC2(C1)CCC(CC2)C(=O)OCC (S)-ethyl 2-(4-(2-(2-hydroxyphenyl)-6a,7,9,10-tetrahydro-5H-pyrazino[1',2':4,5]pyrazino[2,3-c]pyridazin-8(6H)-yl)-[1,4'-bipiperidin]-1'-yl)spiro[3.5]nonane-7-carboxylate